N-(trans-3-(2-methoxyethoxy)cyclobutyl)-5-(1,8-naphthyridin-3-yl)pyrrolo[2,1-f][1,2,4]triazin-2-amine COCCO[C@@H]1C[C@H](C1)NC1=NN2C(C=N1)=C(C=C2)C=2C=NC1=NC=CC=C1C2